(3R,5aS,6R,8aS,9R,10R,12R,12aR)-N-ethyl-N,3,6,9-tetramethyldecahydro-12H-3,12-epoxypyrano[4,3-j][1,2]benzodioxepin-10-carboxamide C(C)N(C(=O)[C@H]1[C@@H]([C@@H]2CC[C@H]([C@@H]3CC[C@]4(OO[C@]32[C@H](O1)O4)C)C)C)C